tert-butyl (2S,5R)-5-(2-bromo-6-chloropyridin-4-yl)-2-methylpiperazine-1-carboxylate BrC1=NC(=CC(=C1)[C@H]1NC[C@@H](N(C1)C(=O)OC(C)(C)C)C)Cl